NC1=NN2C(C=C(C=C2)C=2C=C(C(=NC2C)C)C(=O)NCCC(C)C2=CC=CC=C2)=N1 5-{2-amino-[1,2,4]triazolo[1,5-a]pyridin-7-yl}-2,6-dimethyl-N-(3-phenylbutyl)pyridine-3-carboxamide